N[C@H](C)C(=O)OC methyl D-alaninate